(S)-2-methyl-4-(2,3,4,5-tetrafluoro-6-(methylsulfanyl)phenyl)piperazine-1-carboxylic acid tert-butyl ester C(C)(C)(C)OC(=O)N1[C@H](CN(CC1)C1=C(C(=C(C(=C1SC)F)F)F)F)C